N-methyl-N-benzyloxycarbonyl-L-aspartic acid-4-tert-butyl ester C(C)(C)(C)OC(C[C@H](N(C(=O)OCC1=CC=CC=C1)C)C(=O)O)=O